C(CC(C)OC1=CC(=C(C(=O)[O-])C=C1F)NC(=O)C=1N=NC(=CC1)N1C=NC=C1)OC1=CC(=C(C(=O)[O-])C=C1F)NC(=O)C=1N=NC(=CC1)N1C=NC=C1.[Li+].[Li+] lithium 4,4'-(butane-1,3-diylbis(oxy))bis(2-(6-(1H-imidazol-1-yl)pyridazine-3-carboxamido)-5-fluorobenzoate)